(Z)-3-[4-(Dimethylamino)phenyl]-1-(4-hydroxyphenyl)prop-2-en-1-one CN(C1=CC=C(C=C1)\C=C/C(=O)C1=CC=C(C=C1)O)C